(1S)-1-phenyl-1-(pyridin-2-yl)ethan-1-ol C1(=CC=CC=C1)[C@](C)(O)C1=NC=CC=C1